2-methyltriazol-4-amine CN1N=CC(=N1)N